C1CCC2C=CC=C12 1,2,3,3a-tetrahydropentalene